ClC1=NN2C(C(=N1)NC=1N=CN(C1)C=1C=CC=C(C(=O)NC)C1)=CC=C2 5-(4-((2-chloropyrrolo[2,1-f][1,2,4]triazin-4-yl)amino)-1H-imidazol-1-yl)-N-methylbenzamide